(R)-9-((4-fluoroindolin-1-yl)methyl)-N,N-dimethyl-2-(2-methylmorpholino)-4-oxo-4H-pyrido[1,2-a]pyrimidine-7-carboxamide FC1=C2CCN(C2=CC=C1)CC1=CC(=CN2C1=NC(=CC2=O)N2C[C@H](OCC2)C)C(=O)N(C)C